18-Nonacosenoic acid C(CCCCCCCCCCCCCCCCC=CCCCCCCCCCC)(=O)O